ClC=1C=C(C=C(C1)F)/C=C/C(=O)N[C@H](C(=O)N[C@H](C(=O)OC)C[C@H]1C(NCC1)=O)CC1=CC=CC=C1 Methyl (S)-2-((S)-2-((E)-3-(3-chloro-5-fluorophenyl)acrylamido)-3-phenylpropanamido)-3-((S)-2-oxopyrrolidin-3-yl)propanoate